methyl 1-[4-chloro-2-(4-{[(2,4-dimethoxyphenyl) methyl] Amino} cinnolin-7-yl) phenyl]-1H-imidazole-4-carboxylate ClC1=CC(=C(C=C1)N1C=NC(=C1)C(=O)OC)C1=CC=C2C(=CN=NC2=C1)NCC1=C(C=C(C=C1)OC)OC